O=C1OC2=C(C=C1)N=C(C2=O)C#N diketopyrrolopyranonitrile